2-acetoxy-5-methyl-aniline C(C)(=O)OC1=C(N)C=C(C=C1)C